CC(C)[C@@]12[C@@H](O1)[C@H]3[C@@]4(O3)[C@]5(CCC6=C([C@@H]5C[C@H]7[C@]4([C@@H]2O)O7)COC6=O)C The molecule is an organic heteroheptacyclic compound, an epoxide, a gamma-lactam and a diterpenoid. It has a role as an antispermatogenic agent and a plant metabolite.